4-[3-(benzenesulfonyl)-3-{4-[(2-chloro-3,6-difluorophenyl)methoxy]phenyl}pyrrolidine-1-carbonyl]-1λ6-thiane-1,1-dione C1(=CC=CC=C1)S(=O)(=O)C1(CN(CC1)C(=O)C1CCS(CC1)(=O)=O)C1=CC=C(C=C1)OCC1=C(C(=CC=C1F)F)Cl